CN(C1(CCC2(CN(C(N2)=O)C=2C=NC(=NC2)NC(=O)C2CC2)CC1)C1=CC=CC=C1)C N-(5-(8-dimethylamino-2-oxo-8-phenyl-1,3-diazaspiro[4.5]decan-3-yl)-pyrimidin-2-yl)cyclopropanecarboxamide